tert-butyl (S)-(3-(3-chlorophenyl)-3-(4-isopropylpiperazin-1-yl)propyl)(methyl)carbamate ClC=1C=C(C=CC1)[C@H](CCN(C(OC(C)(C)C)=O)C)N1CCN(CC1)C(C)C